[Si](C)(C)(C(C)(C)C)OC1=C(C=C(C=C1)NC1=NC(=NC=C1Cl)NC1=C(C=C(C=C1)N1CCC(CC1)N1CCN(CC1)C)OC)C1OCCO1 N4-{4-[(tert-butyldimethylsilyl)oxy]-3-(1,3-dioxolan-2-yl)phenyl}-5-chloro-N2-{2-methoxy-4-[4-(4-methylpiperazin-1-yl)piperidin-1-yl]phenyl}pyrimidine-2,4-diamine